4-amino-2-(4-(1-methyl-4-(trifluoromethyl)-1H-imidazol-2-yl)benzyl)pyridin-3-ol NC1=C(C(=NC=C1)CC1=CC=C(C=C1)C=1N(C=C(N1)C(F)(F)F)C)O